(S)-1-(1-((5-(4-((4-((4-morpholinopiperidin-1-yl)methyl)phenyl)ethynyl)phenyl)isoxazol-3-yl)methyl)-1H-imidazol-2-yl)ethan-1-ol O1CCN(CC1)C1CCN(CC1)CC1=CC=C(C=C1)C#CC1=CC=C(C=C1)C1=CC(=NO1)CN1C(=NC=C1)[C@H](C)O